N-(6-nitro-2,3-dihydrobenzofuran-5-yl)methanesulfonamide [N+](=O)([O-])C1=CC2=C(CCO2)C=C1NS(=O)(=O)C